F[B-](F)(F)F.C(C)OC1=CC=2[O+]=C3C=C(C=CC3=CC2C(C1)(C)C)N(CC)CC 6-ethoxy-N,N-diethyl-8,8-dimethyl-7H-xanthene-10-ium-3-amine tetrafluoroborate